C1(CC1)N1C(C(=CC=C1)C(=O)NC=1C(=CC=2N(C1)C=C(N2)CCS(=O)(=O)C)OC)=O 1-cyclopropyl-N-[7-methoxy-2-(2-methylsulfonylethyl)imidazo[1,2-a]pyridin-6-yl]-2-oxo-pyridine-3-carboxamide